1-((R)-4-(((S)-5-(ethoxycarbonyl)-6-(3-fluoro-2-methylphenyl)-2-(thiazol-2-yl)-3,6-dihydropyrimidin-4-yl)methyl)-2-methylpiperazine-1-carbonyl)piperidine-4-carboxylic acid C(C)OC(=O)C1=C(NC(=N[C@H]1C1=C(C(=CC=C1)F)C)C=1SC=CN1)CN1C[C@H](N(CC1)C(=O)N1CCC(CC1)C(=O)O)C